2-ethylhexyl 2-(2-(butyl(butoxycarbonyl)amino)phenyl)-2-methylpropanoate C(CCC)N(C1=C(C=CC=C1)C(C(=O)OCC(CCCC)CC)(C)C)C(=O)OCCCC